BrC1=CN=CC(=N1)NC1CCN(CC1)C(=O)OC(C)(C)C tert-butyl 4-[(6-bromopyrazin-2-yl)amino]piperidine-1-carboxylate